N-[(2S)-3-cyclopropyl-1-({(2S)-4-hydroxy-3-oxo-1-[(3S)-2-oxopiperidin-3-yl]butan-2-yl}amino)-1-oxopropan-2-yl]-5,7-difluoro-1H-indole-2-carboxamide C1(CC1)C[C@@H](C(=O)N[C@@H](C[C@H]1C(NCCC1)=O)C(CO)=O)NC(=O)C=1NC2=C(C=C(C=C2C1)F)F